C1(CC1)C1=C(C(=NO1)C1=C(C=CC=C1Cl)Cl)COC1C(CN(CC1)C(=O)OC(C)(C)C)C tert-butyl 4-((5-cyclopropyl-3-(2,6-dichlorophenyl)isoxazol-4-yl)methoxy)-3-methylpiperidine-1-carboxylate